(1R,3S)-3-(5-{3-[2-(1,3-dioxolan-2-yl)-3-[(4-methoxyphenyl)methoxy] phenyl]propanamido}-2H-pyrazol-3-yl)cyclopentyl N-isopropylcarbamate C(C)(C)NC(O[C@H]1C[C@H](CC1)C=1NN=C(C1)NC(CCC1=C(C(=CC=C1)OCC1=CC=C(C=C1)OC)C1OCCO1)=O)=O